FC1=C(C(=CC(=C1)C(=O)C1=CC=C2C(=CC=CN12)C1=C(C2=C(N(C(=N2)C)C)C=C1C(F)(F)F)OC)F)NC(\C=C\CNC1CCC(CC1)OC)=O (E)-N-(2,6-difluoro-4-(8-(4-methoxy-1,2-dimethyl-6-(trifluoromethyl)-1H-benzo[d]imidazol-5-yl)indolizine-3-carbonyl)phenyl)-4-(((1r,4r)-4-methoxycyclohexyl)amino)but-2-enamide